2-phenyl-N-(1H-pyrazol-3-yl)-1H-pyrrolo[2,3-b]pyridine-5-carboxamide C1(=CC=CC=C1)C1=CC=2C(=NC=C(C2)C(=O)NC2=NNC=C2)N1